C1(CC1)C1=NN(C=C1C1=NC=C(C=C1C1CCNCC1)F)[C@@H]1C[C@H](C1)CNC=1C=C2C(N(C(C2=CC1)=O)C1C(CC(CC1)=O)=O)=O 5-(((trans-3-(3-cyclopropyl-4-(5-fluoro-3-(piperidin-4-yl)pyridin-2-yl)-1H-pyrazol-1-yl)cyclobutyl)methyl)amino)-2-(2,4-dioxocyclohexyl)isoindoline-1,3-dione